FC1=C(C(=O)NCC(=O)N[C@@H](CC(C)C)B2O[C@@H](C(O2)=O)C2=CC=CC=C2)C=C(C=C1)Br 2-fluoro-5-bromo-N-[2-({(1R)-3-methyl-1-[(5R)-4-oxo-5-phenyl-1,3,2-dioxaborolan-2-yl]butyl}amino)-2-oxoethyl]benzamide